3-Bromo-7,7-dimethyl-6,8-dihydro-5H-imidazo[1,2-a]pyridin BrC1=CN=C2N1CCC(C2)(C)C